2-(4-(Difluoromethoxy)-2,6-diisopropylphenyl)acetic acid FC(OC1=CC(=C(C(=C1)C(C)C)CC(=O)O)C(C)C)F